FC1=C(C=CC=2N(S(CC21)(=O)=O)C)NC2=NN(C(=C2)[C@@H]2C[C@@H](CC2)OC(=O)OC2=CC=C(C=C2)[N+](=O)[O-])C(=O)OC2=CC=C(C=C2)[N+](=O)[O-] cis-4-nitrophenyl 3-((4-fluoro-1-methyl-2,2-dioxido-1,3-dihydrobenzo[c]isothiazol-5-yl) amino)-5-(3-(((4-nitrophenoxy) carbonyl) oxy) cyclopentyl)-1H-pyrazole-1-carboxylate